FC1=C(C(=CC(=C1)CO)OC)C1=NC=CC(=N1)NC1=NC=C(C(=C1)N1C[C@H](CCC1)O)C=1C=NN(C1)C1CCOCC1 (S)-1-(2-((2-(2-fluoro-4-(hydroxymethyl)-6-methoxyphenyl)pyrimidin-4-yl)amino)-5-(1-(tetrahydro-2H-pyran-4-yl)-1H-pyrazol-4-yl)pyridin-4-yl)piperidin-3-ol